P(=O)(OCC1=CC=CC=C1)(OCC1=CC=CC=C1)OC([C@H](C)OC=1C=NC=2N(C1)N=CC2C2=CC(=C(C(=C2)OC)C(N[C@H]2[C@H](C2)F)=O)OC(F)F)(C)C dibenzyl [(2S)-2-[3-[3-(difluoromethoxy)-4-[[(1R,2S)-2-fluorocyclopropyl]carbamoyl]-5-methoxy-phenyl]pyrazolo[1,5-a]pyrimidin-6-yl]oxy-1,1-dimethyl-propyl] phosphate